Cl[SiH](CC)Cl dichloro(ethyl)silane